CN1N=C2C(N=CC(=C2)C(CC(=O)O)N2N=CC3=CC(=CC=C23)OCCC2=NC=3NCCCC3C=C2)=C1 3-(2-methyl-2H-pyrazolo[4,3-b]pyridin-6-yl)-3-(5-(2-(5,6,7,8-tetrahydro-1,8-naphthyridin-2-yl)ethoxy)-1H-indazol-1-yl)propionic acid